COC=1C=C(C=CC1)N1CCN(CC1)C(=O)C1=NOC(=N1)C1=CC(NC(=C1)C(F)(F)F)=O 4-(3-(4-(3-methoxyphenyl)piperazine-1-carbonyl)-1,2,4-oxadiazol-5-yl)-6-(trifluoromethyl)pyridin-2(1H)-one